2-[5-({3-[1-(2-chloroethyl)-4-[(1-methylpiperidin-4-yl)amino]-1H-indol-2-yl]prop-2-yn-1-yl}amino)pyridin-2-yl]-2-methylpropanenitrile ClCCN1C(=CC2=C(C=CC=C12)NC1CCN(CC1)C)C#CCNC=1C=CC(=NC1)C(C#N)(C)C